N-(3-Carbamoyl-1-pyridin-4-yl-1H-pyrazol-4-yl)-5-piperazin-1-ylpyrazolo[1,5-a]pyrimidin-3-carboxamid C(N)(=O)C1=NN(C=C1NC(=O)C=1C=NN2C1N=C(C=C2)N2CCNCC2)C2=CC=NC=C2